C1(=CC=CC=C1)C1=NC(=NC(=N1)C1=CC=CC=C1)C=1C(=C(C(=C(C1N1C2=CC=CC=C2C=2C=CC=CC12)N1C2=CC=CC=C2C=2C=CC=CC12)C1=NC(=NC(=C1)C1=CC=CC=C1)C1=CC=CC=C1)N1C2=CC=CC=C2C=2C=CC=CC12)N1C2=CC=CC=C2C=2C=CC=CC12 9,9',9'',9'''-(3-(4,6-diphenyl-1,3,5-triazin-2-yl)-6-(2,6-diphenylpyrimidin-4-yl)benzene-1,2,4,5-tetrayl)tetrakis(9H-carbazole)